FC=1C(=NC=CC1)C(=O)NC1=CC(=C(C=C1)C)C1=CC2=C(N=C(N=C2)NC=2C=NN(C2)C)N2C1=NCC2 3-fluoro-N-(4-methyl-3-(2-((1-methyl-1H-pyrazol-4-yl)amino)-8,9-dihydroimidazo[1',2':1,6]pyrido[2,3-d]pyrimidin-6-yl)phenyl)picolinamide